1-[[4-(phenylazo)phenyl]azo]-2-naphthol C1(=CC=CC=C1)N=NC1=CC=C(C=C1)N=NC1=C(C=CC2=CC=CC=C12)O